N-((1s,4s)-4-amino-4-methylcyclohexyl)-3-(1-methyl-1H-imidazol-5-yl)-1,2,4-thiadiazole-5-carboxamide NC1(CCC(CC1)NC(=O)C1=NC(=NS1)C1=CN=CN1C)C